calcium bis[3,5-di(tert-butyl)-4-hydroxybenzyl (ethoxy) phosphonite] C(C)(C)(C)C=1C=C(CP([O-])([O-])OCC)C=C(C1O)C(C)(C)C.C(C)(C)(C)C=1C=C(CP([O-])([O-])OCC)C=C(C1O)C(C)(C)C.[Ca+2].[Ca+2]